N-(1,3-Benzodioxol-5-ylmethyl)-4-oxo-4-(1-phenyl-3,4-dihydro-1H-isoquinolin-2-yl)butyric acid amide O1COC2=C1C=CC(=C2)CNC(CCC(N2C(C1=CC=CC=C1CC2)C2=CC=CC=C2)=O)=O